(R)-N-(1-(6,7-difluoro-1-oxo-1,2-dihydroisoquinolin-4-yl)ethyl)-N-methyl-1H-benzo[d]imidazole-2-carboxamide FC=1C=C2C(=CNC(C2=CC1F)=O)[C@@H](C)N(C(=O)C1=NC2=C(N1)C=CC=C2)C